OC1=C(C=C(C=C1)C(CC(C)(C)C)(C)C)N1N=C2C(=N1)C=CC=C2 2-(2'-Hydroxy-5'-(1,1,3,3-tetramethylbutyl)phenyl)-benzotriazole